ClC1=CN=C2N1CCCC(N2C)=O 3-chloro-9-methyl-6,7-dihydro-5H-imidazo[1,2-a][1,3]diazepin-8-one